N-(4-nitrophenyl)-4-trifluoromethylquinolin-2-amine [N+](=O)([O-])C1=CC=C(C=C1)NC1=NC2=CC=CC=C2C(=C1)C(F)(F)F